{5-[2-(2-methoxyethoxy)ethoxy]-1-methyl-1H-pyrazol-3-yl}azetidine-3-carboxamide hydrochloride Cl.COCCOCCOC1=CC(=NN1C)N1CC(C1)C(=O)N